N-[6-(5-chloro-1,3-benzoxazol-2-yl)spiro[3.3]heptan-2-yl]-2-ethylsulfonyl-pyridine-4-carboxamide ClC=1C=CC2=C(N=C(O2)C2CC3(CC(C3)NC(=O)C3=CC(=NC=C3)S(=O)(=O)CC)C2)C1